[Li+].NC=1C(=C(C(=C(C1C)N)C)S(=O)(=O)[O-])C 3,5-diamino-2,4,6-trimethylbenzenesulfonic acid lithium salt